Ethyl ((5R)-4-(((4-(N-(1,2,4-thiadiazol-5-yl)sulfamoyl)-2-chloro-5-fluorophenyl)amino)methyl)-5-amino-2,2-dimethylhexyl)glycinate S1N=CN=C1NS(=O)(=O)C1=CC(=C(C=C1F)NCC(CC(CNCC(=O)OCC)(C)C)[C@@H](C)N)Cl